C1(CCC1)N1CCN(CC1)C1=CC=C(C=C1)C1=CC2=C(C(=N1)C)N=C(N2C)C=2C=C(C=1N(C2)N=CN1)OC 6-(6-(4-(4-cyclobutylpiperazin-1-yl)phenyl)-1,4-dimethyl-1H-imidazo[4,5-c]pyridin-2-yl)-8-methoxy-[1,2,4]triazolo[1,5-a]pyridine